2-tert-butyl-1'-{7-[(pentadeuterio)ethyloxy]-1,3-bis[(trideuterio)methyl](dideuterio)-1H-indazole-5-carbonyl}-5H-spiro[[1,3]benzothiazole-6,4'-piperidin]-4(7H)-one C(C)(C)(C)C=1SC2=C(N1)C(CC1(CCN(CC1)C(=O)C=1C(=C3C(=NN(C3=C(C1[2H])OC(C([2H])([2H])[2H])([2H])[2H])C([2H])([2H])[2H])C([2H])([2H])[2H])[2H])C2)=O